C[C@@H]1OCCN(C1)C=1C=CC2=C(N=CO2)C1 5-((S)-2-methylmorpholino)benzo[d]oxazol